FC1=C(C(=C(C=C1OC)OC)F)C1=NC=C2C=C(N=CC2=C1)N[C@H]1[C@H](CNC1)NC(C=C)=O N-((3S,4R)-4-((7-(2,6-difluoro-3,5-dimethoxyphenyl)-2,6-naphthyridin-3-yl)amino)pyrrolidin-3-yl)acrylamide